(S)-1-[2-(Benzo[d]isoxazol-3-yl)phenyl]-2-(3-methylpyridine-2-yl)ethan-1-amine O1N=C(C2=C1C=CC=C2)C2=C(C=CC=C2)[C@H](CC2=NC=CC=C2C)N